OCC1=CC=C(C=C1)NCCO N-(4-hydroxymethyl-phenyl)-ethanolamine